7-Hydroxy-4-methyl-2,3,5,7-tetrahydro-1-oxa-6,8-diaza-s-indacene-6-carboxylic acid tert-butyl ester C(C)(C)(C)OC(=O)N1CC=2C(=C3CCOC3=NC2C1O)C